tert-butyl 1-((2-(trimethylsilyl)ethoxy)methyl)-6,7-dihydro-1H-pyrazolo[4,3-c]pyridine-5(4H)-carboxylate C[Si](CCOCN1N=CC=2CN(CCC21)C(=O)OC(C)(C)C)(C)C